(P)-1-(4-bromo-5-fluoro-2-methoxyphenyl)-N-(4-methoxybenzyl)-N-(oxazol-2-yl)-2-oxo-1,2-dihydroquinoline-6-sulfonamide BrC1=CC(=C(C=C1F)N1C(C=CC2=CC(=CC=C12)S(=O)(=O)N(C=1OC=CN1)CC1=CC=C(C=C1)OC)=O)OC